C(C)(=O)[O-].[Ba+2].C(C)(=O)[O-] barium(II) acetate